ClC=1C=C2C(OCC=3C=C(N=CC3C=3C=NC(=C(NS(C(C1OC)=C2)(=O)=O)C3)C(F)(F)F)OC)=O 13-chloro-5,14-dimethoxy-16,16-dioxo-19-(trifluoromethyl)-9-oxa-16λ6-thia-4,17,20-triazatetracyclo[16.3.1.111,15.02,7]tricosa-1(22),2(7),3,5,11,13,15(23),18,20-nonaen-10-one